(2-(4-(methoxycarbonyl)phenyl))-4-(6-methoxypyridin-2-yl)piperidine COC(=O)C1=CC=C(C=C1)C1NCCC(C1)C1=NC(=CC=C1)OC